Cl.C[C@H]1N(CCNC1)CC(C)C (R)-2-methyl-1-(isobutyl)piperazine hydrochloride